7H-cyclopenta[d]pyrimidine-2,4-dione N1C(NC(C2=C1CC=C2)=O)=O